dibutyltin di(butylmaleate) C(CCC)/C(/C(=O)[O-])=C/C(=O)[O-].C(CCC)/C(/C(=O)[O-])=C/C(=O)[O-].C(CCC)[Sn+4]CCCC